(1S,2S)-2-({2-[(6-methoxy-2-methyl-1,2,3,4-tetrahydroisoquinolin-7-yl)amino]quinazolin-7-yl}amino)cyclopentan-1-ol COC=1C=C2CCN(CC2=CC1NC1=NC2=CC(=CC=C2C=N1)N[C@@H]1[C@H](CCC1)O)C